C1CC12CCN(CC2)C2=C(C(=O)N)C=CC=C2 2-(6-azaspiro[2.5]octan-6-yl)benzamid